FC=1C=C2C(=C(NC2=C(C1)F)C1=CC=C(C=C1)F)C1CC(C1)CN(C(=O)NCC=1N=CN(C1)C)C 1-((3-(5,7-Difluoro-2-(4-fluorophenyl)-1H-indol-3-yl)cyclobutyl)methyl)-1-methyl-3-((1-methyl-1H-imidazol-4-yl)methyl)urea